ClC1=C(C=CC=C1)N1CC=C(C2=CC=C(N=C12)C(F)(F)F)O 1-(2-chlorophenyl)-4-hydroxy-7-(trifluoromethyl)-1,8-naphthyridine